7-((5-Bromo-2-((2-methoxy-5-methyl-4-(4-(4-methylpiperazin-1-yl)piperidin-1-yl)phenyl)amino)pyrimidin-4-yl)amino)-2-methylisoindolin-1-one BrC=1C(=NC(=NC1)NC1=C(C=C(C(=C1)C)N1CCC(CC1)N1CCN(CC1)C)OC)NC=1C=CC=C2CN(C(C12)=O)C